C=C(CC)P(OCC)(OCC)=O diethyl 1-butene-2-ylphosphonate